Cl.FC1=C(C(=C(C(=C1CN(CC1=C(C(=C(C(=C1F)F)F)F)F)CCCC)F)F)F)F N,N-bis(pentafluorophenylmethyl)-1-butylamine hydrochloride